N1(C=NC=2C1=C1C(=NC2)NC=C1)N1CCN(CC1)CC(C#N)=O 3-(4-(imidazo[4,5-d]pyrrolo[2,3-b]pyridin-1(6H)-yl)piperazin-1-yl)oxopropanenitrile